C(C)(=O)OC1CCC(CC1)C(C)(C)C 4-(1,1-dimethylethyl)-1-cyclohexyl acetate